1-bromo-4,5-dimethyl-2-(prop-2-en-1-yloxy)benzene BrC1=C(C=C(C(=C1)C)C)OCC=C